ClC1=CCOC2=CC=3N(C4=CC=CC=C4SC3C=C21)CC 4-chloro-11-ethylpyrano[2,3-b]phenothiazin